C(#N)C1(CC1)NS(=O)(=O)C1=CC=C2C3=C(NC2=C1)N=CN=C3N3C[C@@H](N(CC3)C(C(C)C)=O)CO (R)-N-(1-cyanocyclopropyl)-4-(3-(hydroxymethyl)-4-isobutyrylpiperazin-1-yl)-9H-pyrimido[4,5-b]indole-7-sulfonamide